C(C1=CC=CC=C1)OC1=C(C(=C(C(=C1)O)C(\C=C\C1=CC(=C(C=C1)OC)OC)=O)OC)OC (E)-1-(4-(benzyloxy)-6-hydroxy-2,3-dimethoxyphenyl)-3-(3,4-dimethoxyphenyl)prop-2-en-1-one